C(C)OCOC1=C(C(=CC(=C1)C(F)(F)F)C)C=1C=CC=2C(N1)=NN(C2)CC21CNC(C1C2)=O 5-((6-(2-(ethoxymethoxy)-6-methyl-4-(trifluoromethyl)phenyl)-2H-pyrazolo[3,4-b]pyridin-2-yl)methyl)-3-azabicyclo[3.1.0]hexan-2-one